8,8-dimethyl-4-((S)-2-(methyl-amino)propanamido)-5-oxooctahydropyrrolo[2,1-b][1,3]thiazepine CC1(CC2SCCC(C(N2C1)=O)NC([C@H](C)NC)=O)C